F[B-](F)(F)F.CC1=[O+]C(=CC(=C1)C1=CC=CC=C1)C 2,6-dimethyl-4-phenylpyrylium tetrafluoroborate